2-(4-(6-((5-ethoxy-1,3,4-thiadiazol-2-yl)methoxy)pyridin-2-yl)-2,5-difluorobenzyl)-1-((1-(fluoromethyl)cyclopropyl)methyl)-1H-benzo[d]imidazole-6-carboxylic acid C(C)OC1=NN=C(S1)COC1=CC=CC(=N1)C1=CC(=C(CC2=NC3=C(N2CC2(CC2)CF)C=C(C=C3)C(=O)O)C=C1F)F